C(#N)N1[C@H]2[C@@H](C[C@@H]1CC2)NC(=O)NC[C@H]2C[C@H](C1=CC=CC=C21)C(C)C 1-((1R,2R,4S)-7-cyano-7-azabicyclo[2.2.1]heptan-2-yl)-3-(((1S,3S)-3-(2-propanyl)-2,3-dihydro-1H-inden-1-yl)methyl)urea